2-{2-bromo-7-cyclopropylpyrazolo[1,5-a]pyrimidine-5-carbonyl}-7-fluoro-1-methyl-1,2,3,4-tetrahydroisoquinoline BrC1=NN2C(N=C(C=C2C2CC2)C(=O)N2C(C3=CC(=CC=C3CC2)F)C)=C1